COC=1C(C(=CN2C[C@H]3O[C@@H]4CC[C@H](N3C(C21)=O)C4)C(=O)O)=O (2R,5S,13aR)-8-methoxy-7,9-dioxo-2,3,4,5,7,9,13,13a-octahydro-2,5-methanopyrido[1',2':4,5]pyrazino[2,1-b][1,3]oxazepine-10-carboxylic acid